tert-butyl (3-formylthiophen-2-yl)carbamate C(=O)C1=C(SC=C1)NC(OC(C)(C)C)=O